(S)-3-(3,5-dichlorophenyl)-3-(1-((5,6,7,8-tetrahydro-1,8-naphthyridin-2-yl)methyl)-1H-pyrazole-4-carboxamido)propionic acid ClC=1C=C(C=C(C1)Cl)[C@H](CC(=O)O)NC(=O)C=1C=NN(C1)CC1=NC=2NCCCC2C=C1